Cl.C1(=CC(=CC=C1)[C@@H](C)N)C (R)-1-(m-tolyl)ethylamine hydrochloride